6-amino-1-isopropylindoline-2,3-dione NC1=CC=C2C(C(N(C2=C1)C(C)C)=O)=O